NCC1CN(C(O1)=O)C1=CC=C(C(=O)N)C=C1 4-[5-(aminomethyl)-2-oxo-1,3-oxazolidin-3-yl]benzamide